CC(CCC=O)CC(CCCCCCCCC)=O 4-methyl-oxopentadecan-6-one